OCCNS(=O)(=O)C1=CC(=C(C=C1)OC)N1N=C(C=2C=NC(=CC21)NC2=NC=CN=C2OC)C N-(2-hydroxyethyl)-4-methoxy-3-(6-((3-methoxypyrazin-2-yl)amino)-3-methyl-1H-pyrazolo[4,3-c]pyridin-1-yl)benzenesulfonamide